N-(2-OXO-2-(4-ETHYLPHENYL)ETHYL)CHLOROACETAMIDE O=C(CNC(CCl)=O)C1=CC=C(C=C1)CC